N-(1-cyanocyclopropyl)-4-(4-methylpiperazin-1-yl)-9H-pyrido[2,3-b]indole-7-sulphonamide C(#N)C1(CC1)NS(=O)(=O)C1=CC=C2C3=C(NC2=C1)N=CC=C3N3CCN(CC3)C